NC=1C=CC(=C(C1)S(=O)(=O)N=CN(C)C)C=1C=NC=C(C1)C(F)(F)F 5-amino-N-[(dimethylamino)methylidene]-2-[5-(trifluoromethyl)pyridin-3-yl]benzenesulfonamide